C(C=C)OC1=C(C=C(C(=O)O[C@H]2[C@H](OC3=CC(=CC(=C3C2)OCC2=CC=CC=C2)OCC2=CC=CC=C2)C2=CC(=C(C(=C2)OCC2=CC=CC=C2)OCC2=CC=CC=C2)OCC2=CC=CC=C2)C=C1OCC1=CC=CC=C1)OCC1=CC=CC=C1 (2R,3R)-5,7-bis(benzyloxy)-2-(3,4,5-tris(benzyloxy)phenyl)chroman-3-yl 4-(allyloxy)-3,5-bis(benzyloxy)benzoate